tert-butyl 2-[4-bromo-2-(4-ethoxy-4,5-dihydroisoxazol-3-yl) phenoxy]acetate BrC1=CC(=C(OCC(=O)OC(C)(C)C)C=C1)C1=NOCC1OCC